1-tert-butyl perbenzoate C1=CC=CC=C1C(=O)OOC(C)(C)C